CC1=C(COC2=C(C=O)C=CC=N2)C=CC=C1C1=CC=NC=C1 ((2-methyl-3-(pyridin-4-yl)benzyl)oxy)nicotinaldehyde